FC1(CN(CC[C@@H]1CNC1=NC=NC(=C1F)N1[C@H](COCC1)C1=C(C=C(C=C1)C(F)(F)F)F)CC(=O)N)F |o1:6| 2-((R*)-3,3-difluoro-4-(((5-fluoro-6-((S)-3-(2-fluoro-4-(trifluoromethyl)phenyl)morpholino)pyrimidin-4-yl)amino)methyl)piperidin-1-yl)acetamide